4,4'-bis(dimethylamino)diphenylmethane CN(C)C1=CC=C(C=C1)CC2=CC=C(C=C2)N(C)C